C(#N)C=1C(=CC(=NC1)NC(=O)N1CCCC2=CC(=C(N=C12)C=O)CN1C(CN(CC1)C)=O)NC1=C(C=CC=C1)SC N-(5-cyano-4-((2-(methylthio)phenyl)amino)pyridin-2-yl)-7-formyl-6-((4-methyl-2-oxopiperazin-1-yl)methyl)-3,4-dihydro-1,8-naphthyridine-1(2H)-carboxamide